3-(6-bromo-naphthalen-2-yl)-propionic acid methyl ester COC(CCC1=CC2=CC=C(C=C2C=C1)Br)=O